FC1=C2C3=C(NC2=C(C=C1F)NC)N=CC(=C3N3CCC1CN(CCC13)C)C=1C=C3C(C(=CN(C3=NC1)NC)C(=O)O)=O 6-[5,6-difluoro-4-(5-methyl-3,3a,4,6,7,7a-hexahydro-2H-pyrrolo[3,2-c]pyridin-1-yl)-8-(methylamino)-9H-pyrido[2,3-b]indol-3-yl]-1-(methylamino)-4-oxo-1,8-naphthyridine-3-carboxylic acid